FC1(CC[C@@H](OC1)C1=NC=CC(=C1NC(C1=CN=C(C(=C1)F)F)=O)C1=NC=CC=C1F)F |r| rac-N-(2'-(5,5-difluorotetrahydro-2H-pyran-2-yl)-3-fluoro-[2,4'-bipyridin]-3'-yl)-5,6-difluoronicotinamide